Racemic-3-(3-chloro-4-fluorophenyl)-1-(1-(6,7-difluoro-2-methyl-1-oxo-1,2-dihydroisoquinolin-4-yl)ethyl)-1-isobutylurea ClC=1C=C(C=CC1F)NC(N(CC(C)C)[C@H](C)C1=CN(C(C2=CC(=C(C=C12)F)F)=O)C)=O |r|